3-hexenyl (Z)-propionate C(CC)(=O)OCCC=CCC